C(#N)C=1C=NN2C1C(=CC(=C2)C=2N=NN(C2C)C2CCN(CC2)C(=O)OC(C)(C)C)OCC(OC(C)C)C2=NC=C(C=C2F)F tert-Butyl 4-[4-[3-cyano-4-[2-(3,5-difluoro-2-pyridyl)-2-isopropoxy-ethoxy]pyrazolo[1,5-a]pyridin-6-yl]-5-methyl-triazol-1-yl]piperidine-1-carboxylate